COC=1C=C2C(=NC=NC2=CC1OC)N1CC2(C1)CC(C2)NC(OC(C)(C)C)=O tert-butyl 2-(6,7-dimethoxyquinazolin-4-yl)-2-azaspiro[3.3]heptan-6-ylcarbamate